OC1=CC=C(/C=C/C(=O)O)C=C1 4-hydroxy-trans-cinnamic acid